The molecule is a 5-methyltetrahydrofolate and a dicarboxylic acid dianion. It has a role as a human metabolite and a Saccharomyces cerevisiae metabolite. It is a conjugate base of a 5-methyltetrahydrofolic acid. CN1[C@H](CNC2=C1C(=O)NC(=N2)N)CNC3=CC=C(C=C3)C(=O)N[C@@H](CCC(=O)[O-])C(=O)[O-]